1-(11-((2-butyloctyl)oxy)-2-(hydroxymethyl)-11-oxoundecyl) 7-(heptadecan-9-yl) heptanedioate C(CCCCCC(=O)OC(CCCCCCCC)CCCCCCCC)(=O)OCC(CCCCCCCCC(=O)OCC(CCCCCC)CCCC)CO